FC(C(=O)O)(F)F.CN1N=CC(=C1)C=1C=CC=2N(C1)N=CC2C#N 6-(1-methyl-1H-pyrazol-4-yl)pyrazolo[1,5-a]Pyridine-3-carbonitrile trifluoroacetic acid salt